C(C1=CC=CC=C1)(=O)OC[C@H]1O[C@H]([C@@H]([C@@H]1CCCl)OC(C)=O)N1C=2N=C(NC(C2N=C1)=O)NC(C(C)C)=O [(2S,3R,4R,5R)-4-acetoxy-3-(2-chloroethyl)-5-[2-(2-methylpropanoylamino)-6-oxo-1H-purin-9-yl]tetrahydrofuran-2-yl]methyl benzoate